(4-(fluoro)benzyl)phosphonium bromide [Br-].FC1=CC=C(C[PH3+])C=C1